4,5-dihydrophenanthro[2,1-d]oxazole N1=COC2=C1C=CC=1C=3C=CC=CC3CCC12